5-[(3S)-5-fluoro-7-hydroxy-3-{[2-(2,6,6-trimethylcyclohex-1-en-1-yl)ethyl]amino}-3,4-dihydro-2H-1-benzopyran-6-yl]-1λ6,2,5-thiadiazolidine-1,1,3-trione FC1=C(C(=CC2=C1C[C@@H](CO2)NCCC2=C(CCCC2(C)C)C)O)N2CC(NS2(=O)=O)=O